[NH4+].O1CC(CC1)P([O-])([O-])=O.[NH4+] tetrahydrofurane-3-ylphosphonic acid ammonium salt